COC1(CC=C(C(C2=CC=CC=C2)(C2=CC=CC=C2)OC[C@@H]2[C@H]([C@H]([C@@H](O2)N2C=NC=3C(=O)NC(NC(C(C)C)=O)=NC23)O[Si](C)(C)C(C)(C)C)O)C=C1)OC 5'-O-(4,4-dimethoxytrityl)-2'-O-[(tert-butyl)dimethylsilyl]-N2-isobutyrylguanosine